CNNC(OC(C)(C)C)=O tert-butyl N-(methylamino)carbamate